2-(3-{(3R)-3-[(propan-2-yl)amino]pyrrolidin-1-yl}-1,2,4-triazin-6-yl)-5-(1H-pyrazol-4-yl)phenol bistrifluoroacetate FC(C(=O)O)(F)F.FC(C(=O)O)(F)F.CC(C)N[C@H]1CN(CC1)C=1N=NC(=CN1)C1=C(C=C(C=C1)C=1C=NNC1)O